triethoxy-p-hydroxybenzene C(C)OC=1C(=C(C=CC1O)OCC)OCC